C(#N)C1=C2C(=NC=C1OC1=CC(=NC=C1)NC(O[C@@H]1COCC1)=O)N=C(N2C)NC=2C(N(C=C(C2)C(F)(F)F)C)=O (S)-Tetrahydrofuran-3-yl (4-((7-cyano-1-methyl-2-((1-methyl-2-oxo-5-(trifluoromethyl)-1,2-dihydropyridin-3-yl)amino)-1H-imidazo[4,5-b]pyridin-6-yl)oxy)pyridin-2-yl)carbamate